ethyl (2E)-3-{1-[4-(benzyloxy)butyl]-4-methyl-1H-benzotriazol-5-yl}prop-2-enoate C(C1=CC=CC=C1)OCCCCN1N=NC2=C1C=CC(=C2C)/C=C/C(=O)OCC